tri(isoheptyl)cyclohexane-1,3,5-tripropionate C(CCCC(C)C)OC(CCC1CC(CC(C1)CCC(=O)OCCCCC(C)C)CCC(=O)OCCCCC(C)C)=O